2-(4,6-diisopropyl-2-(trifluoromethyl)pyrimidin-5-yl)acetic acid C(C)(C)C1=NC(=NC(=C1CC(=O)O)C(C)C)C(F)(F)F